CC1=C(CN2CCNCCC2)C=CC=C1 1-(2-methylbenzyl)homopiperazine